8-fluoro-2-{2-methyl-4-[(methylamino)methyl]phenyl}-1,3,4,5-tetrahydro-6H-azepino[5,4,3-cd]indol-6-one FC=1C=C2C=3C(=C(NC3C1)C1=C(C=C(C=C1)CNC)C)CCNC2=O